(R)-6-chloro-N-(1-(3-fluorophenyl)piperidin-3-yl)pyridazin-4-amine ClC1=CC(=CN=N1)N[C@H]1CN(CCC1)C1=CC(=CC=C1)F